FC(S(=O)(=O)OCC(CO[Si](C1=CC=CC=C1)(C1=CC=CC=C1)C(C)(C)C)(F)F)(F)F 3-((tert-butyldiphenylsilyl)oxy)-2,2-difluoropropyl trifluoromethanesulfonate